3-chloro-5-fluoro-4-(6-((6-(6-hydroxy-3-azabicyclo[3.1.1]heptan-3-yl)pyrimidin-4-yl)amino)-1H-pyrazolo[4,3-c]pyridin-1-yl)benzonitrile ClC=1C=C(C#N)C=C(C1N1N=CC=2C=NC(=CC21)NC2=NC=NC(=C2)N2CC1C(C(C2)C1)O)F